3-(2,5-dioxo-3-(thiazol-2-ylamino)-2,5-dihydro-1H-pyrrol-1-yl)piperidine-2,6-dione O=C1N(C(C=C1NC=1SC=CN1)=O)C1C(NC(CC1)=O)=O